rel-N-[(1R,2S)-2-Phenylcyclopropyl]-4-Piperidinamine hydrochloride Cl.C1(=CC=CC=C1)[C@H]1[C@@H](C1)NC1CCNCC1 |o1:7,8|